IC=1C=CC(=NC1)S(=O)(=O)Cl 5-iodopyridine-2-sulfonyl chloride